C(C=C)N1C(=NC2=C1C=CC=C2)C2=CC=C(C=C2)Br 1-allyl-2-(4-bromophenyl)benzimidazole